(3S)-7-((2S,5R)-4-acryloyl-2,5-dimethylpiperazin-1-yl)-9-chloro-10-(2,4-difluorophenyl)-3-((1-methylpiperidin-4-yl)methyl)-2H-[1,4]oxazino[2,3,4-ij]quinazolin-5(3H)-one C(C=C)(=O)N1C[C@@H](N(C[C@H]1C)C1=NC(N2C3=C(C(=C(C=C13)Cl)C1=C(C=C(C=C1)F)F)OC[C@@H]2CC2CCN(CC2)C)=O)C